OC[C@](C)(O)C=1SC(=CN1)[S@](=O)(N)=NC(NC1=C2C(=CC=3CCCC13)CC2)=O |o1:10| (S) or (R)-2-((S)-1,2-dihydroxypropan-2-yl)-N'-((2,4,5,6-tetrahydro-1H-cyclobuta[f]inden-3-yl)carbamoyl)thiazole-5-sulfonimidamide